ClC1=CNC=2N=C(N=C(C21)N[C@@H]2C[C@@H](N(C2)C(C=C)=O)C)NC=2C=NN(C2)CC 1-((2S,4r)-4-((5-chloro-2-((1-ethyl-1H-pyrazol-4-yl)amino)-7H-pyrrolo[2,3-d]pyrimidin-4-yl)amino)-2-methylpyrrolidin-1-yl)prop-2-en-1-one